OCCN1S(CCC1)(=O)=O 2-(2-hydroxyethyl)isothiazolidine 1,1-dioxide